CC1=C(C2=C(N=N1)OC1=C2N=CN=C1O)C 3,4-dimethylpyrimido[4',5':4,5]Furano[2,3-c]Pyridazin-8-ol